methyl 3-amino-6-bromo-5-(difluoromethyl)pyrazine-2-carboxylate NC=1C(=NC(=C(N1)C(F)F)Br)C(=O)OC